C1(CCC(CC1)C(C)C)CO p-Menthan-7-ol